C(CCC)N1C=C2C(=CC1=O)C(CN2)(C)C 6-butyl-3,3-dimethyl-1,2,3,6-tetrahydro-pyrrolo[2,3-c]pyridin-5-one